Cl.NC(C(=O)N1CCN(CC1)C(=O)NC1=NC(N(C=C1)C1=CC=C(C=C1)CCN(C)C1CC2(C1)CC(C2)N)=O)(C)C 4-(2-Amino-2-methylpropanoyl)-N-(1-(4-(2-((6-aminospiro[3.3]heptan-2-yl)(methyl)amino)ethyl)phenyl)-2-oxo-1,2-dihydropyrimidin-4-yl)piperazine-1-carboxamide Hydrochloride Salt